(4-((7,9-difluoro-4-methoxy-5H-pyrimido[5,4-b]indol-5-yl)methyl)benzyl)phosphonic acid FC=1C=C(C=2C3=C(N(C2C1)CC1=CC=C(CP(O)(O)=O)C=C1)C(=NC=N3)OC)F